C1N(CCC2=CC=CC=C12)CC=1OC=C(C(C1)=O)OC1CC2(C1)CCN(CC2)S(=O)(=O)C=2C=NC=CC2 2-((3,4-dihydroisoquinolin-2(1H)-yl)methyl)-5-((7-(pyridin-3-ylsulfonyl)-7-azaspiro[3.5]non-2-yl)oxy)-4H-pyran-4-one